6,6-dimethyl-2-{2-[(1-methyl-1H-pyrazol-5-yl)amino]pyrimidin-4-yl}-5-[2-(morpholin-4-yl)ethyl]-5,6-dihydro-4H-thieno[2,3-c]pyrrol-4-one CC1(N(C(C2=C1SC(=C2)C2=NC(=NC=C2)NC2=CC=NN2C)=O)CCN2CCOCC2)C